pyrrolo[1,2-a]pyrazine-3-carboxylic acid C=1C=2N(C=C(N1)C(=O)O)C=CC2